spiro[7H-cyclopenta[b]pyridin-6,4'-piperidin]-5-one hydrochloride Cl.N1CCC2(CC1)C(C=1C(=NC=CC1)C2)=O